(R)-3-((5-chloro-1H-indol-2-yl)methyl)-1-methyl-1-(1-(2-(oxazol-4-yl)acetyl)piperidin-3-yl)urea ClC=1C=C2C=C(NC2=CC1)CNC(N([C@H]1CN(CCC1)C(CC=1N=COC1)=O)C)=O